COCCOC1=CC=C(C2=CC=CC=C12)OCCOC 1,4-bis(2-methoxyethoxy)naphthalene